7-cyclobutyl-2-oxo-8-(1-phenyl-1,2,3-triazol-4-yl)-1H-quinoline-3-carboxylic acid C1(CCC1)C1=CC=C2C=C(C(NC2=C1C=1N=NN(C1)C1=CC=CC=C1)=O)C(=O)O